ClC=1C(=NC(=NC1)NC1=C(C=C(C=C1)N1CCC(CC1)N1CCNCC1)OC)NC1=CC=CC=C1 2-((5-chloro-2-((2-methoxy-4-(4-(piperazin-1-yl)piperidin-1-yl)phenyl)amino)pyrimidin-4-yl)amino)benzene